FC1=C(C(=CC=C1)F)/N=N/C1=C(C=C(C=C1F)OC(CCCCCCCCCCCC)=O)F.ClC1=C(C=CC=C1Cl)N1CCN(CC1)CCC1CCC(CC1)SC 1-(2,3-dichlorophenyl)-4-(2-(4-(methylthio)cyclohexyl)ethyl)piperazine (E)-4-((2,6-Difluorophenyl)diazenyl)-3,5-difluorophenyl-Tridecanoate